NC1=C2C(=NC=N1)N(N=C2C2=CC=C(C=C2)OC2=CC=CC=C2)C2CCN(CC2)C2CN(C2)C2CCC(CC2)OC=2C=C1C(N(C(C1=CC2)=O)C2C(NC(CC2)=O)=O)=O 5-[4-[3-[4-[4-amino-3-(4-phenoxyphenyl)pyrazolo[3,4-d]pyrimidin-1-yl]-1-piperidyl]azetidin-1-yl]cyclohexoxy]-2-(2,6-dioxo-3-piperidyl)isoindoline-1,3-dione